FC=1C=CC(=NC1)C1=NN(C(=C1)N)C 3-(5-fluoropyridin-2-yl)-1-methyl-1H-pyrazol-5-amine